ClC1=C(C=CC(=C1)Cl)C1=NC(=NC=C1C=1NC(=CN1)C)NCCNC1=CC=C(C=N1)C#N 6-[[2-[[4-(2,4-dichlorophenyl)-5-(5-methyl-1H-imidazol-2-yl)-2-pyrimidinyl]amino]ethyl]amino]-3-pyridinecarbonitrile